1-(6-bromo-3-chloropyridin-2-yl)ethan-1-ol BrC1=CC=C(C(=N1)C(C)O)Cl